1-[5-(2,2-difluoroethoxy)-2,3-difluoro-phenyl]-3,3-dimethyl-N-(3-methyl-1,1-dioxo-thietan-3-yl)-2-oxo-indoline-5-carboxamide FC(COC=1C=C(C(=C(C1)N1C(C(C2=CC(=CC=C12)C(=O)NC1(CS(C1)(=O)=O)C)(C)C)=O)F)F)F